1'H,4'H-spiro[piperidine-4,3'-quinolin]-2'-one N1C(C2(CC3=CC=CC=C13)CCNCC2)=O